FC1=C(C(=CC=C1)F)C=1N=C(C2=C(N1)CNC2=O)NC2=CC=C(C=C2)[C@@]2(C(N(C1=C(O2)C=CC=C1)C)=O)C (R)-2-(4-((2-(2,6-difluorophenyl)-5-oxo-6,7-dihydro-5H-pyrrolo[3,4-d]pyrimidin-4-yl)amino)phenyl)-2,4-dimethyl-2H-benzo[b][1,4]oxazin-3(4H)-one